2-((4-bromo-3-fluorobenzyl)thio)-6-chlorobenzo[d]oxazole BrC1=C(C=C(CSC=2OC3=C(N2)C=CC(=C3)Cl)C=C1)F